C(C1=CC=CC=C1)N1C[C@H]([C@@H]([C@@H](C1)C)F)O (3r,4r,5r)-1-benzyl-4-fluoro-5-methyl-piperidin-3-ol